5-(4-((3-(2,6-Dioxopiperidin-3-yl)-1-methyl-1H-indazol-7-yl)oxy)piperidine-1-carbonyl)-1H-pyrrole-2-carboxamide O=C1NC(CCC1C1=NN(C2=C(C=CC=C12)OC1CCN(CC1)C(=O)C1=CC=C(N1)C(=O)N)C)=O